COC(C1=NC(=CC=C1N[C@H](C)C1=CC(=CC=2C(C(=C(OC21)SCC)C)=O)C)Cl)=O (R)-6-chloro-3-((1-(2-(ethylthio)-3,6-dimethyl-4-oxo-4H-benzopyran-8-yl)ethyl)amino)picolinic acid methyl ester